1-(cyclopentylmethyl)-N-((5-phenyl-1,3,4-thiadiazol-2-yl)methyl)-1H-1,2,3-triazole-4-carboxamide C1(CCCC1)CN1N=NC(=C1)C(=O)NCC=1SC(=NN1)C1=CC=CC=C1